NC(C(=O)O)CCCCC α-amino-heptanoic acid